CN1C(N(C(NC1=O)=O)C1=CC(=C(C=C1)OC1=CC=CC=C1)OC=1NOC=CC1)=O 1-methyl-3-[3-(oxazin-3-yloxy)-4-phenoxyphenyl]-1,3,5-triazine-2,4,6-trione